FC1=C(CN2N=C(C=C2C2=NOC=C2)C2=NC(=C(C(=N2)N)\N=N\C2=CC=CC=C2)N)C=CC=C1 (E)-2-(1-(2-fluorobenzyl)-5-(isoxazol-3-yl)-1H-pyrazol-3-yl)-5-(phenyldiazenyl)pyrimidine-4,6-diamine